C1=CC(=CC(=C1)O)/C(=C\F)/CN (E)-beta-fluoromethylene-m-tyramine